C(C)(=O)C1=NN(C2=CC=C(C=C12)C=1C=NC(=NC1)C)CC(=O)N1[C@@H]2C[C@@]2(C[C@H]1C(=O)NC1=NC(=CC=C1C)Br)CC=1SC=C(N1)CC (1R,3S,5R)-2-{2-[3-Acetyl-5-(2-methylpyrimidin-5-yl)indazol-1-yl]acetyl}-N-(6-bromo-3-methylpyridin-2-yl)-5-[(4-ethyl-1,3-thiazol-2-yl)methyl]-2-azabicyclo[3.1.0]hexane-3-carboxamide